Iodo-n-butane ICCCC